2-(1-(5-chlorothiazol-2-yl)-1H-pyrazol-3-yl)-N-(5-cyclopropyl-1H-pyrazol-3-yl)acetamide ClC1=CN=C(S1)N1N=C(C=C1)CC(=O)NC1=NNC(=C1)C1CC1